5-{2-[2-(naphthalene-1-sulfonamido)phenyl]ethynyl}-3-(trifluoro-methyl)pyridine-2-carboxylic acid C1(=CC=CC2=CC=CC=C12)S(=O)(=O)NC1=C(C=CC=C1)C#CC=1C=C(C(=NC1)C(=O)O)C(F)(F)F